5-(3-bromophenyl)pentanoic acid BrC=1C=C(C=CC1)CCCCC(=O)O